2-((methacryloyloxy)ethyl)4,4'-((2-(1,2-dibenzyl-3,5-dioxopyrazolidine-4-ylidene)-5-methylbenzo[d][1,3]dithiol-4,7-diyl)bis(oxy))dibutyrate C(C(=C)C)(=O)OCCC(C(=O)[O-])CCOC1=CC(=C(C2=C1SC(S2)=C2C(N(N(C2=O)CC2=CC=CC=C2)CC2=CC=CC=C2)=O)OCCCC(=O)[O-])C